(1aR,5aR)-2-(2,4-Difluoro-phenyl)-1a,2,5,5a-tetrahydro-1H-2,3-diaza-cyclopropa[a]pentalene-4-carboxylic acid [(R)-1-(3,3,3-trifluoro-propyl)-pyrrolidin-3-yl]-amide FC(CCN1C[C@@H](CC1)NC(=O)C=1C=2C[C@@H]3[C@H](C2N(N1)C1=C(C=C(C=C1)F)F)C3)(F)F